(2-cyclopropyl-5-fluoropyridin-4-yl)-1-{[2-(trimethylsilyl)ethoxy]methyl}pyrazole-3-carboxylic acid C1(CC1)C1=NC=C(C(=C1)C=1C(=NN(C1)COCC[Si](C)(C)C)C(=O)O)F